N-(p-tolyl)-2-(5-(trifluoromethyl)-1,2,4-oxadiazol-3-yl)-4,7-dihydrothieno[2,3-c]pyridine-6(5H)-carboxamide C1(=CC=C(C=C1)NC(=O)N1CC2=C(CC1)C=C(S2)C2=NOC(=N2)C(F)(F)F)C